C(=O)(OCC1C2=CC=CC=C2C2=CC=CC=C12)N(CC(=O)O)CC1=C(C=C(C=C1)OC)OC Fmoc-2,4-dimethoxybenzylglycine